C1=NC(=CC=2CCCCC12)CO[C@@H]1[C@H]2CN([C@@H](C1)C2)C(=O)N2C[C@@H]1[C@@H](OCC(N1)=O)CC2 |o1:12,13,16| (4aR,8aS)-6-[rel-(1R,4R,5S)-5-(5,6,7,8-tetrahydroisoquinolin-3-ylmethoxy)-2-azabicyclo[2.2.1]heptane-2-carbonyl]-4,4a,5,7,8,8a-hexahydropyrido[4,3-b][1,4]oxazin-3-one